3-(2,4-dimethylbenzenesulfonyl)-8-{2-oxa-6-azaspiro[3.3]heptan-6-yl}-4H,5H-[1,2,3]triazolo[1,5-a]quinazolin-5-one CC1=C(C=CC(=C1)C)S(=O)(=O)C=1N=NN2C1NC(C1=CC=C(C=C21)N2CC1(COC1)C2)=O